5-(4-(1-((5-(2-fluoropyridin-4-yl)thiazolo[5,4-b]pyridin-2-yl)oxy)ethyl)piperidin-1-yl)-3-isopropyl-1,2,4-oxadiazol FC1=NC=CC(=C1)C1=CC=C2C(=N1)SC(=N2)OC(C)C2CCN(CC2)C2=NC(=NO2)C(C)C